(S)-N-ethyl-1-(5-(trifluoromethyl)pyridin-2-yl)ethan-1-amine C(C)N[C@@H](C)C1=NC=C(C=C1)C(F)(F)F